OC(C)(C)C1=NC=CC(=N1)C=1C(=C(C(=O)N)C=CC1S(NC1(COC1)C)(=O)=O)N1CCC2(CC2)CC1 (2-(2-hydroxypropan-2-yl)pyrimidin-4-yl)-4-(N-(3-methyloxetan-3-yl)sulfamoyl)-2-(6-azaspiro[2.5]oct-6-yl)benzamide